2,4-dimethoxybenzyl-amine COC1=C(CN)C=CC(=C1)OC